C[N+](CCCCl)(C)C 3-(trimethylammonio)propyl chloride